BrC=1C=2N(C=C(C1)S(=O)(=O)N(CC1=CC=C(C=C1)OC)C1(CC1)C#N)C(=CN2)C(=O)NN 8-bromo-N-(1-cyanocyclopropyl)-3-(hydrazinecarbonyl)-N-(4-methoxybenzyl)imidazo[1,2-a]pyridine-6-Sulfonamide